ClC=1C=C2C(=CC(=NC2=CC1)N1CCOCC1)C#N 6-chloro-2-morpholino-quinoline-4-carbonitrile